OC1=CC(=NC=C1)C#N 4-Hydroxypyridinecarbonitrile